COC1=CC=C(C=CC(=O)OCCCCC)C=C1 Amyl p-methoxycinnamate